3-(1-((2-(3,5-dichlorophenyl)-6-((2-(4-methylpiperazin-1-yl)pyrimidin-5-yl)oxy)pyridin-4-yl)methyl)piperidin-4-yl)-2-hydroxypropanoic acid ClC=1C=C(C=C(C1)Cl)C1=NC(=CC(=C1)CN1CCC(CC1)CC(C(=O)O)O)OC=1C=NC(=NC1)N1CCN(CC1)C